(3S)-3-methyl-3-(4-pyridyl)-6-(trifluoromethyl)indolin-2-one C[C@]1(C(NC2=CC(=CC=C12)C(F)(F)F)=O)C1=CC=NC=C1